1-(3-chloro-2-methylphenyl)-3-(6-methoxy-2-methylpyridin-3-yl)-6-(trifluoromethyl)-2,3-dihydropyrido[2,3-d]pyrimidin-4(1H)-one ClC=1C(=C(C=CC1)N1CN(C(C2=C1N=CC(=C2)C(F)(F)F)=O)C=2C(=NC(=CC2)OC)C)C